ClC1=C2C(=NC=C1)NC(=C2C2=CC1=C(OCCN1C(C=C)=O)C=C2)C2=CC(=CC=C2)OCCN2CCCC2 1-(6-(4-chloro-2-(3-(2-(pyrrolidin-1-yl)ethoxy)phenyl)-1H-pyrrolo[2,3-b]pyridin-3-yl)-2H-benzo[b][1,4]oxazin-4(3H)-yl)prop-2-en-1-one